stearyl-hydroxystearamide C(CCCCCCCCCCCCCCCCC)C(C(=O)N)(CCCCCCCCCCCCCCCC)O